BrC=1C=C2C(=C3C=C(C=NC13)F)N=NO2 5-bromo-8-fluoro-[1,2,3]oxadiazolo[4,5-f]quinoline